C(C)(C)(C)N(C(=O)OC1=CC=C(CC1(C)CSCCCCCCCC)CSCCCCCCCC)[C@H](CCCN1C(C2=CC(=C(C=C2C=C1)C1=NC=C(C=N1)C(F)(F)F)F)=O)COC 2,4-bis[(octylthio)methyl]-o-cresol tert-butyl-N-[(1R)-4-[7-fluoro-1-oxo-6-[5-(trifluoromethyl)pyrimidin-2-yl]-2-isoquinolyl]-1-(methoxymethyl)butyl]carbamate